CN1C(C2=C(C(=C1)C1=C(OCC3=CC=C(C=C3)C3C(NC(CC3)=O)=O)C=CC(=C1)S(=O)(=O)C)C=CN2)=O 3-(4-((2-(6-methyl-7-oxo-6,7-dihydro-1H-pyrrolo[2,3-c]pyridin-4-yl)-4-(methylsulfonyl)phenoxy)methyl)phenyl)piperidine-2,6-dione